methyl O-(tert-butyldimethylsilyl)-N-(2-(4-((ethoxycarbonyl)(methyl)amino)piperidin-1-yl)thiazole-4-carbonyl)-L-serinate [Si](C)(C)(C(C)(C)C)OC[C@H](NC(=O)C=1N=C(SC1)N1CCC(CC1)N(C)C(=O)OCC)C(=O)OC